C(=O)N1[C@@H](CCC1)C(=O)O N-formyl-proline